FC1=C(C#N)C=C(C(=C1F)F)B1OC(C(O1)(C)C)(C)C 2,3,4-trifluoro-5-(4,4,5,5-tetramethyl-1,3,2-dioxaborolan-2-yl)-benzonitrile